C1(CCC1)N[C@@H]1CN(CC1)C1=CC=C(N=N1)C1=C(C=C(C=C1)C1=CN=NC(=C1)OC)O 2-{6-[(3S)-3-(cyclobutylamino)pyrrolidin-1-yl]pyridazin-3-yl}-5-(6-methoxypyridazin-4-yl)phenol